methyl (1r,4r)-4-(4-(2,6-bis(benzyloxy)pyridin-3-yl)phenoxy)cyclohexane-1-carboxylate C(C1=CC=CC=C1)OC1=NC(=CC=C1C1=CC=C(OC2CCC(CC2)C(=O)OC)C=C1)OCC1=CC=CC=C1